ClC=1C=CC=2C(N1)=CN(N2)C 5-chloro-2-methyl-2H-pyrazolo[4,3-B]pyridine